N-(5-carbamoylthiophen-2-yl)-2-(4,4-difluoroazepan-1-yl)-7-fluoroquinoline-3-carboxamide C(N)(=O)C1=CC=C(S1)NC(=O)C=1C(=NC2=CC(=CC=C2C1)F)N1CCC(CCC1)(F)F